(S)-4-((3,4-dioxo-2-((2,5,5-trimethyl-4,5,6,7-tetrahydro-2H-indazol-4-yl)amino)cyclobut-1-en-1-yl)amino)-3-hydroxy-N,N-dimethylpicolinamide O=C1C(=C(C1=O)NC1=C(C(=NC=C1)C(=O)N(C)C)O)N[C@@H]1C2=CN(N=C2CCC1(C)C)C